ClC1=C(OCC(=O)NC2=CC=CC=C2)C(=CC=C1)Cl (dl)-2-(2,6-dichlorophenoxy)-N-phenylacetamide